C(C)[C@]([C@](C(=O)O)(O)CC)(O)C(=O)O.S1C=NC2=C1C(=CC=C2)C2=CC=C(C=C2)N2[C@H](CN(CC2)C(=O)NC=2N=C(SC2)C#C)CO (R)-4-(4-(Benzo[d]thiazol-7-yl)phenyl)-N-(2-ethynylthiazol-4-yl)-3-(hydroxy-methyl)piperazine-1-carboxamide diethyl-l-tartrate